FC(C1=CC=CC(=N1)NC(=O)C=1C(=CC=2N(C1)C=C(N2)C2CCC(CC2)CN2CCC(CC2)C2=CC=C1C(=NN(C1=C2)C)N2C(NC(CC2)=O)=O)OC(C)C)F N-[6-(difluoromethyl)-2-pyridyl]-2-[4-[[4-[3-(2,4-dioxohexahydropyrimidin-1-yl)-1-methyl-indazol-6-yl]-1-piperidyl]methyl]cyclohexyl]-7-isopropoxy-imidazo[1,2-a]pyridine-6-carboxamide